CNC(=O)C1CC(C1)N1C(=NC2=C1C=C(C=C2)C(=O)NCCCN2CCN(CC2)C2=CC=CC=C2)C2=CC(=C(C(=C2)OC)OC)OC 1-((1r,3r)-3-(methylcarbamoyl)cyclobutyl)-N-(3-(4-phenylpiperazin-1-yl)propyl)-2-(3,4,5-trimethoxyphenyl)-1H-benzo[d]imidazole-6-carboxamide